CN1C(=NN=C1)CC1(COC1)C=1C=C(N)C=CC1 3-(3-((4-methyl-4H-1,2,4-triazol-3-yl)methyl)oxetan-3-yl)aniline